4-(9,9-Difluoro-7-(1H-1,2,3-triazol-4-yl)-9H-fluoren-2-yl)-1H-1,2,3-triazole-5-carboxylic acid FC1(C2=CC(=CC=C2C=2C=CC(=CC12)C=1N=NNC1C(=O)O)C=1N=NNC1)F